2-(2,6-dioxo-3-piperidyl)-4-hydroxy-isoindoline-1,3-dione O=C1NC(CCC1N1C(C2=CC=CC(=C2C1=O)O)=O)=O